N-(2-hydroxyethyl)-N,N-dipropylpropylammonium OCC[N+](CCC)(CCC)CCC